CC=1N=C(SC1)C(C(=O)C1=CC2=C(N=CS2)C=C1)=O 6-(2-(4-methylthiazol-2-yl)-2-oxoacetyl)benzo[d]thiazol